C(C1=CC=CC=C1)OC1CC(C1)(O[Si](C)(C)C)C1CC1 (3-(benzyloxy)-1-cyclopropylcyclobutoxy)trimethylsilane